2,3,4,5-tetrahydropyrido[4,3-f][1,4]thiazepine S1CCNCC2=C1C=NC=C2